C1(CC1)C1=NN(C(=C1CC(F)(F)F)C(=O)OCC)CC1CCOCC1 ethyl 3-cyclopropyl-1-[(oxan-4-yl)methyl]-4-(2,2,2-trifluoroethyl)-1H-pyrazole-5-carboxylate